9-methyl-4-(methyl-(3-(piperidin-1-yl)propyl)amino)-9H-pyrimido[4,5-b]indole-7-carboxylic acid methyl ester COC(=O)C1=CC=C2C3=C(N(C2=C1)C)N=CN=C3N(CCCN3CCCCC3)C